OC[C@]12[C@H](N(C(CC1)C)C(=O)OC(C)(C)C)CCC2 tert-butyl (4aS,7aR)-4a-(hydroxymethyl)-2-methyloctahydro-1H-cyclopenta[b]pyridine-1-carboxylate